Cl.CC=1N=CN(C1)C1C=CC(=NC1=O)C(=O)O 5-(4-methyl-1H-imidazol-1-yl)-6-oxo-5,6-dihydro-pyridine-2-carboxylic acid HCl salt